C1(CC1)C1=NC=C(C=N1)C1=CC=C(C=C1)CC(=O)N1C[C@@H](CC[C@@H]1C)C(=O)O (3R,6S)-1-(2-(4-(2-cyclopropylpyrimidin-5-yl)phenyl)acetyl)-6-methylpiperidine-3-carboxylic acid